IN1N=C(C=2C1=NC=CC2)C iodo-3-methyl-1H-pyrazolo[3,4-b]Pyridine